2-Chloro-N-{2-[4-(difluoromethyl)-1,3-thiazol-5-yl]-2-[4-({pyrazolo[1,5-a]pyrazin-4-yloxy}methyl)piperidin-1-yl]ethyl}-6-fluorobenzamide ClC1=C(C(=O)NCC(N2CCC(CC2)COC=2C=3N(C=CN2)N=CC3)C3=C(N=CS3)C(F)F)C(=CC=C1)F